Ammonium [(1R)-2-(6-aminopurin-9-yl)-1-methyl-ethoxy]methyl-[3-(16,16,16-trifluorohexadecoxy)propoxy]phosphinate NC1=C2N=CN(C2=NC=N1)C[C@H](OCP([O-])(=O)OCCCOCCCCCCCCCCCCCCCC(F)(F)F)C.[NH4+]